(NZ)-N-[1-(4-bromo-3-methoxy-phenyl)ethylidene]-2-methyl-propane-2-sulfinamide BrC1=C(C=C(C=C1)\C(\C)=N/S(=O)C(C)(C)C)OC